2-(6-((diethoxyphosphoryl)methyl)-1,2,4,5-tetrazin-3-yl)acetic Acid C(C)OP(=O)(OCC)CC1=NN=C(N=N1)CC(=O)O